(E)-N-(1-Methyl-3-(4-(trifluoromethyl)styryl)-1H-pyrrolo[2,3-b]pyridin-5-yl)acrylamide CN1C=C(C=2C1=NC=C(C2)NC(C=C)=O)\C=C\C2=CC=C(C=C2)C(F)(F)F